C1(CCCCCCC1)OCOC(=O)C1C2C=CC(C1)C2 5-cyclooctyloxymethyl-oxycarbonyl-bicyclo[2.2.1]Hept-2-ene